N-(3-aminopropyl)-N-[3-[bis(carboxymethyl)amino]propyl]-glycine NCCCN(CC(=O)O)CCCN(CC(=O)O)CC(=O)O